C1=CC=CC=2[Si]3(C4=C(C21)C=CC=C4)C4=C(C2=C3C=CC=C2)C=CC=C4 5,5'-spirobi[dibenzo[b,d]silole]